(S)-N-(1-cyanoethyl)-4-(5-fluoro-2-((1-(1-methylpiperidin-4-yl)-1H-pyrazol-4-yl)amino)pyrimidin-4-yl)benzamide C(#N)[C@H](C)NC(C1=CC=C(C=C1)C1=NC(=NC=C1F)NC=1C=NN(C1)C1CCN(CC1)C)=O